Cl.NC1CCN(CC1)CC1=CC=C(C=C1)N1C(N=C(C=C1)NC(=O)N1C[C@@H]2CNC[C@@H]2C1)=O cis-N-(1-(4-((4-Aminopiperidin-1-yl)methyl)phenyl)-2-oxo-1,2-dihydropyrimidin-4-yl)hexahydropyrrolo[3,4-c]pyrrole-2(1H)-carboxamide hydrochloride salt